6-cyclopropyl-N-[3-(dimethylamino)propyl]-1-(propan-2-yl)-1H-pyrazolo[3,4-b]pyridine-4-carboxamide C1(CC1)C=1C=C(C2=C(N1)N(N=C2)C(C)C)C(=O)NCCCN(C)C